ClC=1C(=NC=C(C1)F)C(N)C1(CCC1)F (3-chloro-5-fluoro-2-pyridyl)-(1-fluorocyclobutyl)methanamine